Cl.N[C@H]1[C@H](CCCC1)NC(=O)C1=CC(=NN1C)C1=NC(=NC=C1)NC1=CC(=CC(=C1)OC)OC N-[(1S,2R)-2-aminocyclohexyl]-3-{2-[(3,5-dimethoxyphenyl)amino]pyrimidin-4-yl}-1-methyl-1H-pyrazole-5-carboxamide hydrochloride